6-(2-(2'-chloro-3'-(trifluoromethyl)-[1,1'-biphenyl]-3-yl)-2-hydroxyacetyl)-2-(1-phenylcyclopropyl)-5,6,7,8-tetrahydropyrido[4,3-d]pyrimidin-4(3H)-one ClC1=C(C=CC=C1C(F)(F)F)C1=CC(=CC=C1)C(C(=O)N1CC2=C(N=C(NC2=O)C2(CC2)C2=CC=CC=C2)CC1)O